ethyl 2-amino-5-iodothiazole-4-carboxylate NC=1SC(=C(N1)C(=O)OCC)I